NC1=C(C=CC(=C1)F)C1=C(C=C(C(=C1)Cl)C(=O)NC=1C=C(C(=NC1)C(=O)NCC1CCS(CC1)(=O)=O)Cl)F 5-(2'-amino-5-chloro-2,4'-difluoro-[1,1'-biphenyl]-4-carboxamido)-3-chloro-N-((1,1-dioxidotetrahydro-2H-thiopyran-4-yl)methyl)picolinamide